1-[(4R)-2,2-dimethyltetrahydro-2H-pyran-4-yl]-2-[(1R,3S)-3-fluorocyclopentyl]-1H-imidazo[4,5-c]quinoline-8-carbonitrile CC1(OCC[C@H](C1)N1C(=NC=2C=NC=3C=CC(=CC3C21)C#N)[C@H]2C[C@H](CC2)F)C